CN1C=C(C(=CC1=O)C=1C=NC(=CC1)C)C=1C=NN(C1)C1=C(C#N)C=CC=C1 2-(4-(1',6-dimethyl-6'-oxo-1',6'-dihydro-[3,4'-bipyridin]-3'-yl)-1H-pyrazol-1-yl)benzonitrile